FC(C1CC2(C(NC(N2)=O)=O)CCC1)(F)F trans-7-(trifluoromethyl)-1,3-diazaspiro[4.5]decane-2,4-dione